(2-bromophenyl)-2-hydroxyacetic acid methyl ester COC(C(O)C1=C(C=CC=C1)Br)=O